C1(CCCC1)N(CC(=O)N)C=1OC(=CC1)C=O 2-[CYCLOPENTYL(5-FORMYLFURAN-2-YL)AMINO]ACETAMIDE